[2H]C(OC1=CC=CC=C1C(=O)N)([2H])[2H] 6-(tri-deuteriomethoxy)benzamide